(2S,4R)-tert-butyl 4-fluoro-2-((3-(methoxycarbonyl)-4-methylphenoxy)methyl)pyrrolidine-1-carboxylate F[C@@H]1C[C@H](N(C1)C(=O)OC(C)(C)C)COC1=CC(=C(C=C1)C)C(=O)OC